3-allylbenzylpropionic acid C(C=C)C=1C=C(CC(C(=O)O)C)C=CC1